Cl.CC(CCNC(=O)NC1=C(C=C(C(=C1)NC1=CC2=C(N=C(N=C2)NC)N2C1=NCC2)C)F)(C)C 1-(3,3-dimethylbutyl)-3-(2-fluoro-4-methyl-5-((2-(methylamino)-8,9-dihydroimidazo[1',2':1,6]pyrido[2,3-d]pyrimidin-6-yl)amino)phenyl)urea hydrogen chloride